5-chloro-1-(4-piperidinyl)-1,3-dihydro-2H-benzimidazol-2-one ClC1=CC2=C(N(C(N2)=O)C2CCNCC2)C=C1